C(N)(OCC(COC(N)=O)(C(C)C)C(C)C)=O 2,2-diisopropylpropane-1,3-diyl dicarbamate